C(C)(C)(C)OC(NCC(=O)N1[C@@H](CC(C1)(F)F)C#N)=O (S)-[2-(2-cyano-4,4-difluoropyrrolidine-1-yl)-2-oxo-ethyl]carbamic acid tert-butyl ester